C(C)(C)(C)OC(CN1C(CN(CCN(CCN(CC1)CC(=O)OC(C)(C)C)CC(=O)OC(C)(C)C)CC(=O)OC(C)(C)C)CC1=CC=C(C=C1)CCC(OC1=C(C(=CC(=C1F)F)F)F)=O)=O.NC1=C(C=CC=C1)C1=CC(=CC(=C1)C1=C(C=CC=C1)N)C1=C(C=CC=C1)N 2,4,6-tri(aminophenyl)benzene tetra-tert-butyl-2,2',2'',2'''-(2-(4-(3-oxo-3-(2,3,5,6-tetrafluorophenoxy)-propyl)benzyl)-1,4,7,10-tetraazacyclododecane-1,4,7,10-tetrayl)tetraacetate